Ethyl 2-(2-(((2S,4R)-1-((S)-2-(1-fluorocyclopropanecarboxamido)-3,3-dimethylbutanoyl)-4-hydroxypyrrolidine-2-carboxamido)methyl)phenoxy)acetate FC1(CC1)C(=O)N[C@H](C(=O)N1[C@@H](C[C@H](C1)O)C(=O)NCC1=C(OCC(=O)OCC)C=CC=C1)C(C)(C)C